3-cyclohexylpyridine C1(CCCCC1)C=1C=NC=CC1